C(C)N1C(NCCOCCCOC=2C=3N(C=C(C=4C(=CN=C([C@H]1C)C4)OC)N2)C=CN3)=O (12R)-13-ethyl-8-methoxy-12-methyl-12,13,16,17,20,21-hexahydro-19H-6,23-(azeno)-11,7-(metheno)imidazo[1,2-o][1,18,4,6,9,15]dioxatetraazacyclohenicosin-14(15H)-one